C(#N)[C@@H](C[C@@H]1C(NCCC1)=O)NC(=O)[C@H]1N(C[C@@H]2[C@H]1CC(C2)(F)F)C(=O)C=2NC1=C(C=CC(=C1C2)F)C(F)F (1S,3aS,6aR)-N-((R)-1-cyano-2-((R)-2-oxopiperidin-3-yl)ethyl)-2-(4-fluoro-7-difluoromethyl-1H-indole-2-carbonyl)-5,5-difluorooctahydrocyclopenta[c]pyrrole-1-carboxamide